C(CCCCCCCCCCC)CCCCCCCCCCCCO dodecyl-(lauryl) alcohol